CCCCCCCCCCCCCCCCC[C@H]([C@H](CO)NC(=O)CCCCCCCCCCCCC)O The molecule is a C20 dihydroceramide in which the ceramide N-acyl group is specified as tetradecanoyl (myristoyl). It is a C20 dihydroceramide and a Cer(d34:0).